(cis-4-hydroxy-4-methylcyclohexyl)-7-methyl-7,9-dihydro-8H-purin-8-one OC1(CCC(CC1)C1=NC=C2N(C(NC2=N1)=O)C)C